C(C)(C)(C)C1N(CCC(C1)NC1=C2C(=NC=C1[N+](=O)[O-])C=CS2)C(=O)O.IC=2C(NC(NC2)=O)=O 5-iodouracil tert-Butyl-4-[(6-nitrothieno[3,2-b]pyridin-7-yl)amino]piperidine-1-carboxylate